C(C)(C)(C)N(C(O)=O)CC1C(NC2=NC=C(C=C2C1)Br)=O.C(C=C(C)CCC=C(C)CCC=C(C)C)CC(C)=O trans-farnesyl-acetone tert-butyl-((6-bromo-2-oxo-1,2,3,4-tetrahydro-1,8-naphthyridin-3-yl)methyl)carbamate